S(=O)(=O)(O)O.NC=1C=C(C=CC1)B(O)O.NC=1C=C(C=CC1)B(O)O 3-aminophenylboronic acid hemisulphate